7-(4-fluorophenyl)-2-(hydroxymethyl)-N-(1H-indazol-5-yl)-5-methyl-4,7-dihydropyrazolo[1,5-a]pyrimidine-6-carboxamide FC1=CC=C(C=C1)C1C(=C(NC=2N1N=C(C2)CO)C)C(=O)NC=2C=C1C=NNC1=CC2